N1(N=CC=C1)C1C(=NN(C1)C(=O)Cl)C1=CC=C(C=C1)C 4-(pyrazol-1-yl)-3-(4-methylphenyl)-4,5-dihydro-1H-pyrazole-1-carbonyl chloride